ClC1C(CC(=O)O1)(C)C 4-chloro-3,3-dimethylbutyrolactone